(S)-methyl-(6-(trifluoromethyl)-2,3-dihydrobenzofuran-3-yl)carbamic acid tert-butyl ester C(C)(C)(C)OC(N([C@@H]1COC2=C1C=CC(=C2)C(F)(F)F)C)=O